CN(C(C=O)(CC)CC1=CC=C(C=C1)C)C 2-dimethylamino-2-(4-methyl-benzyl)-butan-1-one